4-fluoro-3-(trifluoromethyl)benzoylmethyl bromide FC1=C(C=C(C(=O)CBr)C=C1)C(F)(F)F